acetic acid (9,9-dimethyl spiro[4.5]dec-2-en-10-yl) ester CC1(CCCC2(CC=CC2)C1OC(C)=O)C